N2-[(3R)-1-pyridazine-3-Ylpyrrolidin-3-Yl]1,3,4-thiadiazole-2,5-diamine N1=NC(=CC=C1)N1C[C@@H](CC1)NC=1SC(=NN1)N